NC(C(=O)O)C(C)C1=CC=CC=C1 amino-β-phenylbutyric acid